CNC=1N=C(C(=NC1C1=CC=CC=2N(C=NC21)C)C(=O)OC)NC=2C(=NN(C2)C2CCN(CC2)C)C methyl 5-(methylamino)-6-(1-methylbenzimidazol-4-yl)-3-[[3-methyl-1-(1-methyl-4-piperidyl)pyrazol-4-yl]amino]pyrazine-2-carboxylate